2-(4-bromo-2-fluoro-phenyl)-2,2-difluoro-ethanol BrC1=CC(=C(C=C1)C(CO)(F)F)F